FC1=C(C=C(C=C1)N1N=CC2=CC(=CC=C12)C1CCN(CC1)C(=O)NC)O 4-(1-(4-Fluoro-3-hydroxy-phenyl)-1H-indazol-5-yl)-N-methylpiperidine-1-carboxamide